L-7-methyl-tryptophan CC1=C2NC=C(C[C@H](N)C(=O)O)C2=CC=C1